2-Methoxyethyl (5-(4-oxo-3,4-dihydrophthalazin-1-yl)-1H-benzimidazol-2-yl)carbamate O=C1NN=C(C2=CC=CC=C12)C1=CC2=C(NC(=N2)NC(OCCOC)=O)C=C1